[Ti].[Nb] Niobium-Titanium